(R)-1-(3-(1-aminoethyl)-2-fluorophenyl)-1,1-difluoro-2-methylpropane-2-ol hydrochloride Cl.N[C@H](C)C=1C(=C(C=CC1)C(C(C)(O)C)(F)F)F